N-(tert-butyl)-3-(4''-fluoro-5''-(methylsulfonamido)dispiro[cyclopropane-1,1'-cyclohexane-4',3''-indoline]-1''-carbonyl)benzenesulfonamide C(C)(C)(C)NS(=O)(=O)C1=CC(=CC=C1)C(=O)N1CC2(C3=C(C(=CC=C13)NS(=O)(=O)C)F)CCC1(CC2)CC1